FC(CC(C(=O)NC1=CC=C(C=C1)N1CCN(CC1)C1=CC=C(C=C1)B1OC(C(O1)(C)C)(C)C)O)(F)F 4,4,4-trifluoro-2-hydroxy-N-(4-(4-(4-(4,4,5,5-tetramethyl-1,3,2-dioxaborolan-2-yl)phenyl)piperazin-1-yl)phenyl)butanamide